1-(2-chloromethyl-phenyl)-3-(p-tolyl)imidazoline ClCC1=C(C=CC=C1)N1CN(CC1)C1=CC=C(C=C1)C